ClC1=CC=2N(C3=CC=CC=C3SC2C=C1)CCCCl 2-chloro-10-(3-chloropropyl)-10H-phenothiazine